C(C1=CC=CC=C1)OC1=CC=C(C=C1)C1(CCC1)S(=O)(=O)C 1-(benzyloxy)-4-(1-methanesulfonylcyclobutyl)benzene